SCCCCCC oxathiaheptane